6-[6-methoxy-5-(1-methylpyrazol-4-yl)pyridin-2-yl]-N-(piperidin-4-yl)pyridazin-3-amine COC1=C(C=CC(=N1)C1=CC=C(N=N1)NC1CCNCC1)C=1C=NN(C1)C